(2R)-2-amino-3-(7-methyl-4-{[(1,3-thiazol-2-yl)methyl]amino}thieno[3,2-c]pyridazin-6-yl)propan-1-ol N[C@@H](CO)CC1=C(C=2N=NC=C(C2S1)NCC=1SC=CN1)C